BISMUTH-SODIUM-STRONTIUM [Sr].[Na].[Bi]